CN1C(=CC2=CC=CC=C12)C 1,2-dimethylindole